(7aR,9R,11aR)-9-hydroxy-6-(methoxymethoxy)-3-(4-(methoxymethoxy)phenyl)-8,8,11a-trimethyl-7a,8,9,10,11,11a-hexahydro-1H,7H-pyrano[2,3-c]xanthen-1-one O[C@@H]1CC[C@]2(OC=3C4=C(C=C(C3C[C@@H]2C1(C)C)OCOC)OC(=CC4=O)C4=CC=C(C=C4)OCOC)C